2-(2-nitrophenyl)-2-oxoethyl (3S)-7-(6-amino-3-chloro-2-fluorophenyl)-5-oxo-1,2,3,5,8,8a-hexahydroindolizine-3-carboxylate NC1=CC=C(C(=C1C1=CC(N2[C@@H](CCC2C1)C(=O)OCC(=O)C1=C(C=CC=C1)[N+](=O)[O-])=O)F)Cl